4-methoxy-5-(pyrazolo[1,5-a]pyrimidin-5-yl)-N-(cis-4-(trifluoromethoxy)cyclohexyl)-7H-pyrrolo[2,3-d]pyrimidin-2-amine COC=1C2=C(N=C(N1)N[C@@H]1CC[C@@H](CC1)OC(F)(F)F)NC=C2C2=NC=1N(C=C2)N=CC1